N1=C(C=CC=C1)C=1C(=C2NC1C=C1C=CC(=N1)C=C1C=CC(N1)=CC=1C=CC(N1)=C2)CO pyridylmethylolporphyrin